4-cyano-4-[(dodecylmercapto-thio)mercapto]pentanol C(#N)C(CCCO)(C)SSSCCCCCCCCCCCC